C(C)(C)S(=O)(=O)C1=NN(C=C1C=1C(=NC(=NC1)N)N)C (3-(isopropylsulfonyl)-1-methyl-1H-4-pyrazolyl)-2,4-diaminopyrimidine